C=CCC E-Butene